tert-butyl 4-benzyl-2-(4-(methoxycarbonyl)phenyl)piperazine-1-carboxylate C(C1=CC=CC=C1)N1CC(N(CC1)C(=O)OC(C)(C)C)C1=CC=C(C=C1)C(=O)OC